4-((4-(((2-((S)-4-carboxy-4,5-dihydrothiazol-2-yl)benzo[d]thiazol-6-yl)oxy)methyl)phenoxy)methyl)-7-oxo-8-(2-phenylacetamido)-2-thia-6-azaspiro[bicyclo[4.2.0]octane-3,1'-cyclopropan] C(=O)(O)[C@@H]1N=C(SC1)C=1SC2=C(N1)C=CC(=C2)OCC2=CC=C(OCC1CN3C(C(C3SC13CC3)NC(CC3=CC=CC=C3)=O)=O)C=C2